9-(3-Methoxy-2,6-dimethylphenyl)-6,7-dimethyl-9H-pyrido[3',2':4,5]pyrrolo[2,3-d]pyrimidin-4-amine COC=1C(=C(C(=CC1)C)N1C2=C(C3=C1N=CN=C3N)C=C(C(=N2)C)C)C